7-bromo-2,3-dihydro-1H-indol-2-one BrC=1C=CC=C2CC(NC12)=O